C(C)(C)(C)OC(=O)N1CC(CC1)NC(=O)C1=NC(=NC=C1F)C=1C(=NC=CC1)OCC tert-butyl-3-(2-(2-ethoxypyridin-3-yl)-5-fluoropyrimidine-4-carboxamido)pyrrolidine-1-carboxylate